COC1=CC=C(C(=O)N2CC(CC2)(C(C(F)(F)F)(O)O)COC2=CC=C(C=C2)C2=CC=C(C=C2)C#N)C=C1 4'-((1-(4-methoxybenzoyl)-3-(2,2,2-trifluoro-1,1-dihydroxyethyl)pyrrolidin-3-yl)methoxy)-[1,1'-biphenyl]-4-carbonitrile